2-((4-fluoro-2-methylphenyl)amino)-N-(3-methoxy-1-methyl-1H-pyrazol-5-yl)-4-(trifluoromethyl)benzamide FC1=CC(=C(C=C1)NC1=C(C(=O)NC2=CC(=NN2C)OC)C=CC(=C1)C(F)(F)F)C